NC1=C(C=C(C(=C1)C(=O)NCCC1=CC(=C(C=C1)O)O)N)C(=O)NCCC1=CC(=C(C=C1)O)O 2,5-diamino-N1,N4-bis(3,4-dihydroxyphenethyl)-1,4-benzenedicarboxamide